N-tert-butyl-2-[methyl(2-[4-[2-(oxan-2-yloxy)ethoxy]pyridin-2-yl]-5H,6H,7H-cyclopenta[d]pyrimidin-4-yl)amino]acetamide C(C)(C)(C)NC(CN(C=1C2=C(N=C(N1)C1=NC=CC(=C1)OCCOC1OCCCC1)CCC2)C)=O